2-(3-(3,3-difluoro-1-((4-methyl-4H-1,2,4-triazol-3-yl)methyl)cyclobutyl)phenyl)-6-(((1-ethylcyclobutyl)amino)methyl)-4-(trifluoromethyl)isoindolin-1-one formate C(=O)O.FC1(CC(C1)(CC1=NN=CN1C)C=1C=C(C=CC1)N1C(C2=CC(=CC(=C2C1)C(F)(F)F)CNC1(CCC1)CC)=O)F